(αS)-α,2,3-trifluoro-benzenepropanoic acid F[C@H](C(=O)O)CC1=C(C(=CC=C1)F)F